N[C@@H]1C2=CC=CC=C2CC12CCN(CC2)C=2N=CC(=NC2)SC2=C(C(N(C=C2)C)=O)Cl 4-({5-[(3S)-3-amino-1,3-dihydrospiro[inden-2,4'-piperidin]-1'-yl]pyrazin-2-yl}sulfanyl)-3-chloro-1-methyl-1,2-dihydropyridin-2-one